BrC1=C(OC=C1)C(=O)OCC ethyl 3-bromofuran-2-carboxylate